C1(CC1)C(=O)NC1=CC(=C(N=N1)C(=O)NOCCF)NC1=C(C(=CC=C1)C1=NN(C=N1)C1CC1)OC 6-(Cyclopropanamido)-4-((3-(1-cyclopropyl-1H-1,2,4-triazol-3-yl)-2-methoxyphenyl)amino)-N-(2-fluoroethoxy)pyridazine-3-carboxamide